FC(N1N=CC(=C1)C=1C=CC(NN1)=O)F 6-(1-(difluoromethyl)-1H-pyrazol-4-yl)pyridazin-3-one